ferrocenyl-carbonyl chloride [C-]1(C=CC=C1)C(=O)Cl.[CH-]1C=CC=C1.[Fe+2]